4-chloro-α-(hydroxymethylene)benzeneacetaldehyde ClC1=CC=C(C=C1)C(C=O)=CO